tert-butyl 2-[1-oxo-7-(4,4,5,5-tetramethyl-1,3,2-dioxaborolan-2-yl)-1,2,3,4-tetrahydroisoquinolin-2-yl]acetate O=C1N(CCC2=CC=C(C=C12)B1OC(C(O1)(C)C)(C)C)CC(=O)OC(C)(C)C